4-(5-(1-(but-2-ynyl)pyrrolidin-2-yl)pyrrolo[1,2-c]pyrimidin-7-yl)-3,5-difluoro-N-(pyridin-2-yl)benzamide C(C#CC)N1C(CCC1)C=1C=C(N2C=NC=CC21)C2=C(C=C(C(=O)NC1=NC=CC=C1)C=C2F)F